C(C)C=1C(=C(C(=O)OCOC)C(=C(C1OC(C1=C(C(=C(C=C1C)O)CC)C)=O)C)C)C methoxymethyl 3-ethyl-4-((3-ethyl-4-hydroxy-2,6-dimethylbenzoyl)oxy)-2,5,6-trimethylbenzoate